NC(CC(COC1CNC1)NC(COC=1C=C(OC2=CC=C(C=N2)C(=O)N[C@H](C(=O)OC)CCC(C)(C)C)C=CC1)=O)=O methyl (2S)-2-[[6-[3-[2-[[3-amino-1-(azetidin-3-yloxymethyl)-3-oxo-propyl]amino]-2-oxo-ethoxy]phenoxy]pyridine-3-carbonyl]amino]-5,5-dimethyl-hexanoate